2,2-Dimethylglutaric acid CC(C(=O)O)(CCC(=O)O)C